C(C)OC(=O)C=1N(C(=C2C(CCCC12)=O)Cl)C 3-chloro-2-methyl-4-oxo-4,5,6,7-tetrahydro-2H-isoindole-1-carboxylic acid ethyl ester